2,4,6-tris(3,5-di-tert-butyl-4-hydroxybenzyl)-benzol C(C)(C)(C)C=1C=C(CC2=CC(=CC(=C2)CC2=CC(=C(C(=C2)C(C)(C)C)O)C(C)(C)C)CC2=CC(=C(C(=C2)C(C)(C)C)O)C(C)(C)C)C=C(C1O)C(C)(C)C